2-(5-Chloro-2-methoxypyridin-4-yl)propionic acid ClC=1C(=CC(=NC1)OC)C(C(=O)O)C